O1CC[C@H]2N(CC[C@H]21)C2=NC(=NC(=C2)N2N=C(C=C2)C2=CC(=CC=C2)C)N 4-[(3aR,6aR)-hexahydro-2H-furo[3,2-b]pyrrol-4-yl]-6-[3-(3-methylphenyl)-1H-pyrazol-1-yl]pyrimidin-2-amine